(trans)-4-methylaminocyclohexyl-methanol ethyl-4-chloro-6-(trifluoromethoxy)quinoline-3-carboxylate C(C)C1=NC2=CC=C(C=C2C(=C1C(=O)OC[C@@H]1CC[C@H](CC1)NC)Cl)OC(F)(F)F